di(anthraceneyl)borane C1(=CC=CC2=CC3=CC=CC=C3C=C12)BC1=CC=CC2=CC3=CC=CC=C3C=C12